OCCNC1=C(C=C(C2=C1N(C=N2)C)C2=CC=C(C=C2)OC(F)(F)F)CNC(C=C)=O N-((7-((2-hydroxyethyl)amino)-1-methyl-4-(4-(trifluoromethoxy)phenyl)-1H-benzo[d]imidazol-6-yl)methyl)acrylamide